C(C1=CC=CC=C1)NC(C(=O)O)C1CC(C1)(C)C 2-(benzylamino)-2-(3,3-dimethylcyclobutyl)acetic acid